3-(6-((4-((3,5-dimethylpiperidin-1-yl)methyl)benzyl)amino)-2-methyl-4-oxoquinazolin-3(4H)-yl)piperidine-2,6-dione CC1CN(CC(C1)C)CC1=CC=C(CNC=2C=C3C(N(C(=NC3=CC2)C)C2C(NC(CC2)=O)=O)=O)C=C1